(2S)-1-{[(5S)-3-oxo-2-{[6-(trifluoromethyl)pyridin-3-yl]methyl}-2,3,5,6,7,8-hexahydro[1,2,4]triazolo[4,3-a]pyridin-5-yl]carbonyl}pyrrolidine-2-carbonitrile O=C1N(N=C2N1[C@@H](CCC2)C(=O)N2[C@@H](CCC2)C#N)CC=2C=NC(=CC2)C(F)(F)F